(S)-N-(3-(1H-indol-3-yl)-1-(4-morpholinophenylamino)-1-oxopropan-2-yl)-4-methylbenzamide N1C=C(C2=CC=CC=C12)C[C@@H](C(=O)NC1=CC=C(C=C1)N1CCOCC1)NC(C1=CC=C(C=C1)C)=O